1,7-NAPHTHYRIDINE-3-CARBALDEHYDE N1=CC(=CC2=CC=NC=C12)C=O